COC=1C=C(C=C2C(=NC=NC12)N[C@H](C)C=1C=NC(=NC1)C(F)(F)F)N1N=CC(=C1)C (R)-8-Methoxy-6-(4-methyl-1H-pyrazol-1-yl)-N-(1-(2-(trifluoromethyl)pyrimidin-5-yl)ethyl)quinazolin-4-amine